N-(2-fluoro-4-(2-(((3S,5R)-5-(fluoromethyl)piperidin-3-yl)amino)-8-isopropyl-7-oxo-7,8-dihydropteridin-6-yl)phenyl)-1-phenylmethanesulfonamide FC1=C(C=CC(=C1)C1=NC=2C=NC(=NC2N(C1=O)C(C)C)N[C@@H]1CNC[C@@H](C1)CF)NS(=O)(=O)CC1=CC=CC=C1